OC[C@@H](C(=O)OC)C Methyl (2S)-3-hydroxy-2-methyl-propanoate